BrC1=CC(=C(C=C1)CSC1=NCN(CN1)CCC1=C(C=CC=C1)Cl)CSC1=NCN(CN1)CCC1=C(C=CC=C1)Cl 6,6'-(((4-Bromo-1,2-phenylene)bis(methylene))bis(sulfanediyl))bis(3-(2-chlorophenethyl)-1,2,3,4-tetrahydro-1,3,5-triazine)